C(#N)C1=C(C=C(C=C1)C)[C@H]1C[C@H](C1)NC(=O)C=1C=NN(C1)[C@H](C)C=1C=NC(=C(C1C)C)N1C([C@@H]2C[C@@H]2C1)=O |o1:21| N-((cis)-3-(2-cyano-5-methylphenyl)cyclobutyl)-1-((R or S)-1-(4,5-dimethyl-6-((1R,5S)-2-oxo-3-azabicyclo[3.1.0]hexan-3-yl)pyridin-3-yl)ethyl)-1H-pyrazole-4-carboxamide